C(#N)C1(CC1)C1=CC=C(C=C1)C=1OC2=C(C=C(C=C2C(C1)=O)C)C(C)NC1=C(C(=O)O)C=CC=C1 2-[1-[2-[4-(1-Cyanocyclopropyl)-phenyl]-6-methyl-4-oxo-chromen-8-yl]ethylamino]benzoic acid